C(C)(C)(C)OCC1CO1 2-(t-butoxymethyl) ethylene oxide